tin butoxide [O-]CCCC.[Sn+4].[O-]CCCC.[O-]CCCC.[O-]CCCC